acryloyl-oxyethyltrimellitic acid C(C=C)(=O)OCCC1=C(C(C(=O)O)=CC=C1C(=O)O)C(=O)O